(-)-1-(1H-imidazol-1-ylmethyl)-4-propylpyrrolidin-2-one N1(C=NC=C1)CN1C(CC(C1)CCC)=O